(S)-N-(5-(2-(methylthio)nicotinamido)-1-(5-(naphthalen-1-yl)-1H-imidazol-2-yl)pentyl)thiazole-5-carboxamide CSC1=C(C(=O)NCCCC[C@@H](C=2NC(=CN2)C2=CC=CC3=CC=CC=C23)NC(=O)C2=CN=CS2)C=CC=N1